N(=[N+]=[N-])C1C(C(NC2=CC=C(C=C12)C(F)(F)F)CC)C 4-azido-2-ethyl-3-methyl-6-(trifluoromethyl)-1,2,3,4-tetrahydroquinoline